2-(2-methyl-6-nitro-phenyl)-2-azaspiro[3.3]heptane CC1=C(C(=CC=C1)[N+](=O)[O-])N1CC2(C1)CCC2